C(C=CC=CC=O)=O Hexa-2,4-dienedial